(2R,3aS,6S,6aR)-6-[(2-amino-3-bromoquinolin-7-yl)oxy]-2-(4-amino-5-cyclopropyl-7H-pyrrolo[2,3-d]pyrimidin-7-yl)hexahydro-3aH-cyclopenta[b]furan-3,3a-diol NC1=NC2=CC(=CC=C2C=C1Br)O[C@H]1CC[C@]2([C@@H]1O[C@H](C2O)N2C=C(C1=C2N=CN=C1N)C1CC1)O